(1S,2S,3S,5R)-3-(2-(2-aminoethoxy)-4-chlorophenoxy)-5-(4-methyl-7H-pyrrolo[2,3-d]pyrimidin-7-yl)cyclopentane-1,2-diol NCCOC1=C(O[C@@H]2[C@H]([C@H]([C@@H](C2)N2C=CC3=C2N=CN=C3C)O)O)C=CC(=C1)Cl